C(C)N1C(=CC(=C1)B1OC(C(O1)(C)C)(C)C)C(=O)OCC1=CC=CC=C1 benzyl 1-ethyl-4-(4,4,5,5-tetramethyl-1,3,2-dioxaborolan-2-yl)pyrrole-2-carboxylate